N,N'-didodecyl-formyl-ethylenediamine sodium diacetate C(C)(=O)[O-].C(C)(=O)[O-].[Na+].C(CCCCCCCCCCC)NCCN(CCCCCCCCCCCC)C=O.[Na+]